CC1=C(OC2CCN(CC2)C2=CC=C(C(=O)NN)C=C2)C=CC=C1 4-(4-(2-methylphenoxy)piperidin-1-yl)benzohydrazide